ClC1=C(C=CC=C1)C1=CC2=C(N=C(N=C2)NC2=C(C=C(C=C2)N2CCN(CC2)C(=O)OC(C)(C)C)OC)N2C1=NCC2 tert-butyl 4-(4-((6-(2-chlorophenyl)-8,9-dihydroimidazo[1',2':1,6]pyrido[2,3-d]pyrimidin-2-yl)amino)-3-methoxyphenyl)piperazine-1-carboxylate